3,3-difluoro-1-[2-[4-[(3S)-3-(5-methylpyridin-3-yl)-1,2-oxazolidine-2-carbonyl]piperidin-1-yl]pyrimidin-4-yl]piperidin-2-one FC1(C(N(CCC1)C1=NC(=NC=C1)N1CCC(CC1)C(=O)N1OCC[C@H]1C=1C=NC=C(C1)C)=O)F